2'-ethoxy-5-(3-((4-fluoro-2-(trifluoromethyl)phenyl)carbamoyl)pyrrolidin-1-yl)-N-((R)-pyrrolidin-3-yl)-[2,3'-bipyridine]-6-carboxamide C(C)OC1=NC=CC=C1C1=NC(=C(C=C1)N1CC(CC1)C(NC1=C(C=C(C=C1)F)C(F)(F)F)=O)C(=O)N[C@H]1CNCC1